FC(C=1C=NC(=NC1)N1CCC(CC1)CCON1C(C2=CC=CC=C2C1=O)=O)(F)F 2-(2-(1-(5-(trifluoromethyl)pyrimidin-2-yl)piperidin-4-yl)ethoxy)isoindole-1,3-dione